C1(CC1)C1=NC=NC(=C1C1=NC=2N(C(C=NC2C=N1)=O)CC1=CC=C(C=C1)C=1N(C=C(N1)C(F)(F)F)C)OC 2-(4-cyclopropyl-6-methoxypyrimidin-5-yl)-8-(4-(1-methyl-4-(trifluoromethyl)-1H-imidazol-2-yl)benzyl)pteridin-7(8H)-one